3-[5-carboxypentyl(8,8-dimethyl-6-oxo-7H-xanthene-3-yl)amino]propane-1-sulfonate sodium salt [Na+].C(=O)(O)CCCCCN(CCCS(=O)(=O)[O-])C=1C=CC=2C=C3C(CC(C=C3OC2C1)=O)(C)C